(R)-7-(5-chloro-2-((1-methyl-1h-pyrazole-3-yl)amino)pyridine-4-yl)-2-(5-fluoro-2-(hydroxymethyl)benzyl)-3-(methoxymethyl)-3,4-dihydropyrrolo[1,2-a]pyrazine-1(2H)-one ClC=1C(=CC(=NC1)NC1=NN(C=C1)C)C=1C=C2N(C[C@@H](N(C2=O)CC2=C(C=CC(=C2)F)CO)COC)C1